N[C@]1(CN(CC1)C1=C(C(=C(C=C1)F)CN1C[C@@H](CC1)F)CN1C2=NC=NC(=C2N=C1)N)C(=O)NC1CC1 (R)-3-Amino-1-(2-((6-Amino-9H-purin-9-yl)methyl)-4-fluoro-3-(((R)-3-fluoropyrrolidin-1-yl)methyl)phenyl)-N-cyclopropylpyrrolidin-3-carboxamide